3,3,3-trifluoropropyl carbonate C(OCCC(F)(F)F)([O-])=O